FC=1C(=NC(=NC1)N1CCC2(CC2C2=NC3=C(N2C[C@H]2OCC2)C=C(C=C3)C(=O)OC)CC1)OCC=1C=C3C=NN(C3=CC1)C methyl 2-(6-(5-fluoro-4-((1-methyl-1H-indazol-5-yl) methoxy) pyrimidin-2-yl)-6-azaspiro[2.5]oct-1-yl)-1-((S)-oxetan-2-ylmethyl)-1H-benzo[d]imidazole-6-carboxylate